daphnetin O=C1C=CC2C=CC(O)=C(O)C=2O1